3-hydroxyadamantane-5-acrylate OC12CC3CC(CC(C1)(C3)C=CC(=O)[O-])C2